3-((5-(6',8'-dihydrospiro[chroman-4,9'-pyrido[3',2':4,5]imidazo[2,1-c][1,4]oxazin]-2'-yl)pyrimidin-2-yl)amino)cyclobutanol N1=C(C=CC=2N=C3COCC4(N3C21)CCOC2=CC=CC=C24)C=2C=NC(=NC2)NC2CC(C2)O